(S)-N-(2-(4-(tert-butyl)-4,5-dihydro-oxazol-2-yl)phenyl)-3-phenyl-[1,2,4]triazolo[4,3-a]pyridine-8-carboxamide C(C)(C)(C)[C@@H]1N=C(OC1)C1=C(C=CC=C1)NC(=O)C=1C=2N(C=CC1)C(=NN2)C2=CC=CC=C2